(1R,2S)-2-(3-{[5-(2-hydroxypropan-2-yl)-2-methoxypyridin-3-yl]amino}-1H-indazol-6-yl)-5'-methoxyspiro[cyclopropane-1,3'-indol]-2'(1'H)-one OC(C)(C)C=1C=C(C(=NC1)OC)NC1=NNC2=CC(=CC=C12)[C@@H]1C[C@@]12C(NC1=CC=C(C=C21)OC)=O